BrC1=CC=C2C(=C(C(OC2=C1)=O)F)N[C@@H](C[C@@H]1CC[C@H](CC1)C1=CC=NC2=CC=C(C=C12)F)C 7-bromo-3-fluoro-4-(((R)-1-((trans)-4-(6-fluoroquinolin-4-yl)cyclohexyl)propan-2-yl)amino)-2H-chromen-2-one